N-((3S,4S)-4-(3-chlorophenyl)-1-(imidazo[1,5-a]pyridine-8-carbonyl)piperidin-3-yl)-5-ethyl-1H-imidazole-2-carboxamide ClC=1C=C(C=CC1)[C@H]1[C@@H](CN(CC1)C(=O)C=1C=2N(C=CC1)C=NC2)NC(=O)C=2NC(=CN2)CC